D-allouronic acid O=C[C@H](O)[C@H](O)[C@H](O)[C@H](O)C(=O)O